Germanium-Selenid [Ge]=[Se]